(S)-N,N-BIS(4-METHOXYBENZYL)-3-METHYL-1-OXOBUTANE-2-SULFONAMIDE COC1=CC=C(CN(S(=O)(=O)[C@H](C=O)C(C)C)CC2=CC=C(C=C2)OC)C=C1